(S)-2-amino-N-((S)-3-oxo-1-((S)-2-oxopyrrolidin-3-yl)-4-(2,3,5,6-tetrafluorophenoxy)butan-2-yl)-3-(pyridin-2-yl)propionamide hydrochloride Cl.N[C@H](C(=O)N[C@@H](C[C@H]1C(NCC1)=O)C(COC1=C(C(=CC(=C1F)F)F)F)=O)CC1=NC=CC=C1